NCC(=O)O.NCC(=O)O.NCC(=O)O.[Fe] iron tri-glycine